tripropylene glycol monoisooctyl ether C(CCCCC(C)C)OC(C)COC(C)COC(C)CO